ClC1=NC=C(C=C1C(C1(CCN(CC1)C(=O)OC(C)(C)C)C)O)F tert-butyl 4-((2-chloro-5-fluoropyridin-3-yl)(hydroxy)methyl)-4-methylpiperidine-1-carboxylate